BrC=1C(=C(NC2=NC=NC3=CC4=C(C=C23)O[C@@H](CO4)CO)C=CC1)F |r| (±)-[4-(3-Bromo-2-fluoroanilino)-7,8-dihydro[1,4]dioxino[2,3-g]quinazolin-7-yl]methanol